OC=1C=C(C=CC1OC)CCN 2-[3-hydroxy-4-methoxy-phenyl]ethylamine